[(6S,9S,12S,15S,18R,19R)-19-decyl-9-(hydroxymethyl)-15-isobutyl-16,18-dimethyl-12-[(1S)-1-methylpropyl]-2,5,8,11,14,17-hexaoxo-1-oxa-4,7,10,13,16-pentazacyclononadec-6-yl]methylurea C(CCCCCCCCC)[C@@H]1[C@H](C(N([C@H](C(N[C@H](C(N[C@H](C(N[C@H](C(NCC(O1)=O)=O)CNC(=O)N)=O)CO)=O)[C@H](CC)C)=O)CC(C)C)C)=O)C